S=[Se].[Sb].[Sb] antimony-antimony sulfur selenide